COC(=O)C1=NC=C(N=C1)C=1C=C2C(=CN(C2=CC1)C(C)C)C#N 5-(3-cyano-1-isopropyl-indol-5-yl)pyrazine-2-carboxylic acid methyl ester